FC1=CC=C(S1)C(=O)NC(C)C 5-fluoro-N-isopropyl-thiophene-2-carboxamide